4-methyl-2-(2-oxopyridin-1(2H)-yl)pentanoic acid CC(CC(C(=O)O)N1C(C=CC=C1)=O)C